5-fluoro-6-(3-(oxetan-3-yl)-2,5-dioxo-4-(4-(trifluoromethyl)benzyl)-piperazin-1-yl)nicotinonitrile FC=1C(=NC=C(C#N)C1)N1C(C(N(C(C1)=O)CC1=CC=C(C=C1)C(F)(F)F)C1COC1)=O